tert-butyl 4-[[5-chloro-2-methoxy-4-[1-[(4-methoxyphenyl)methyl]-6-methyl-7-oxo-pyrazolo[3,4-c]pyridin-4-yl]phenyl]methyl]piperazine-1-carboxylate ClC=1C(=CC(=C(C1)CN1CCN(CC1)C(=O)OC(C)(C)C)OC)C=1C2=C(C(N(C1)C)=O)N(N=C2)CC2=CC=C(C=C2)OC